C([C@@H](CO)C1=CC=CC=C1)(=O)O (R)-tropic acid